1-(1H-benzimidazol-2-yl)methanamine N1C(=NC2=C1C=CC=C2)CN